ethyl 2-(3-nitro-2-pyridyl)-5-oxo-3-pyrazolidinecarboxylate [N+](=O)([O-])C=1C(=NC=CC1)N1NC(CC1C(=O)OCC)=O